COC=1C=C(C=NC1)NN=C(CC1=NC=CC=C1)C1=NC=CC=C1 (1-[2-(5-methoxypyridin-3-yl)hydrazinylidene]-2-(pyridin-2-yl)ethyl)pyridine